C(C)(C)(C)OC(=O)NC1=CC=C(C=C1)[C@@H]1NCCC[C@@H]1C(=O)OCC ethyl (2R,3S)-2-(4-((tert-butoxycarbonyl)amino)phenyl)-piperidine-3-carboxylate